6-(5-(Methyl(2,2,6,6-tetramethylpiperidin-4-yl)amino)-1,3,4-thiadiazol-2-yl)naphthalen-2-ol CN(C1=NN=C(S1)C=1C=C2C=CC(=CC2=CC1)O)C1CC(NC(C1)(C)C)(C)C